3-((4-(1-propionylindol-5-yl)benzamido)methyl)azetidine-1-carboxylic acid tert-butyl ester C(C)(C)(C)OC(=O)N1CC(C1)CNC(C1=CC=C(C=C1)C=1C=C2C=CN(C2=CC1)C(CC)=O)=O